hydroxypyrimidoindole OC=1NC2=C3C(=CC=C2C1)N=CN=C3